BrC1=CC(=C(OCC=2C=C(C=CC2OC)/C=C/C(=O)C2=CC=C(C=C2)O)C=C1)Cl (E)-3-[3-[(4-Bromo-2-chlorophenoxy)methyl]-4-methoxyphenyl]-1-(4-hydroxyphenyl)prop-2-en-1-one